FC1=C(C=CC(=C1)S(=O)(=O)N1CCN(CC1)C)C1=CC(=C(C=C1)C)N(C=1SC=C(N1)C1=NC(=CC(=N1)N)N)CCC 2-(2-((2'-Fluoro-4-methyl-4'-((4-methylpiperazin-1-yl)sulfonyl)-[1,1'-biphenyl]-3-yl)(propyl)amino)thiazol-4-yl)pyrimidine-4,6-diamine